NC=1N=C2N(C=C(C=C2)C2=C3C(=NC=C2)NC=C3)C1C(=O)[C@H]1[C@H](C1)F (2-amino-6-(1H-pyrrolo[2,3-b]pyridin-4-yl)imidazo[1,2-a]pyridin-3-yl)((1S,2S)-2-fluorocyclopropyl)methanone